FC1=C(C=C(C=C1)[N+](=O)[O-])C1=CNC2=NC=C(C=C21)C2=CC=CC=C2 3-(2-Fluoro-5-nitro-phenyl)-5-phenyl-1H-pyrrolo[2,3-b]pyridine